6-methyl-2-(3-(2-(trifluoromethyl)phenoxy)pyrrolidin-1-yl)pyrimidine-4-carboxylic acid methyl ester COC(=O)C1=NC(=NC(=C1)C)N1CC(CC1)OC1=C(C=CC=C1)C(F)(F)F